ethyl-dimethyl-benzyl-ammonium chloride [Cl-].C(C)[N+](CC1=CC=CC=C1)(C)C